C(C)OC=1C=C(C=CC1)NC(=O)C1=NN2C(N=C(C=C2C=2C=NNC2)N2CC3=CC=CC=C3C2)=C1 N-(3-ethoxyphenyl)-5-(isoindolin-2-yl)-7-(1H-pyrazol-4-yl)pyrazolo[1,5-a]pyrimidine-2-carboxamide